COCOC1=C(C=CC=C1)C=1C=C2N3CCN(C[C@@H]3CNC2=NN1)CCN(C(OC(C)(C)C)=O)C tert-butyl N-[2-[(10S)-4-[2-(methoxymethoxy)phenyl]-1,5,6,8,12-pentazatricyclo[8.4.0.02,7]tetradeca-2,4,6-trien-12-yl]ethyl]-N-methyl-carbamate